CC1(CC1)NC(=O)C=1N=NC=CC1 N-(1-methylcyclopropyl)pyridazin-3-formamide